NC/C(/COC1=CC=C(C=C1)S(=O)(=O)CC(CN(C(C(C)C)=O)CC)(C)C)=C\F (E)-N-(3-((4-((2-(aminomethyl)-3-fluoroallyl)oxy)phenyl)sulfonyl)-2,2-dimethylpropyl)-N-ethylisobutyramide